2,3-dimethyl-5-(trifluoromethyl)-2H-indazol-7-amine CN1N=C2C(=CC(=CC2=C1C)C(F)(F)F)N